3',4'-dimethoxy-spiro[1,3-dioxane-2,9'-thioxanthene] COC=1C=CC=2C3(C4=CC=CC=C4SC2C1OC)OCCCO3